9-fluoro-5,8,8-trimethyl-5-[3-(4,4,5,5-tetramethyl-1,3,2-dioxaborolan-2-yl)phenyl]-9,10-dihydro-7H-benzo[b][1,8]naphthyridin FC1C(CCC2=C1NC=1N=CC=CC1C2(C2=CC(=CC=C2)B2OC(C(O2)(C)C)(C)C)C)(C)C